tris(2-hydroxyethyl)-amine OCCN(CCO)CCO